(1S,3S)-3-((4-Ethyl-2-(1-methyl-5-(((4-propoxypyrimidin-2-yl)amino)methyl)-1H-pyrazol-4-yl)pyrimidin-5-yl)oxy)cyclohexan C(C)C1=NC(=NC=C1OC1CCCCC1)C=1C=NN(C1CNC1=NC=CC(=N1)OCCC)C